C(CN1C(=NC2=C1C=CC(=C2OC)C(N)=O)C2=C(C(=O)O)C=CC(=C2Cl)Cl)N2C(=NC1=C2C=CC(=C1OC)C(N)=O)C1=C(C(=O)O)C=CC(=C1Cl)Cl 6'-(ethane-1,2-diylbis(5-carbamoyl-4-methoxy-1H-benzo[d]imidazole-1,2-diyl))bis(3,4-dichlorobenzoic acid)